C1-bromohexane BrCCCCCC